(7-methoxyquinolin-4-yl)-2-methylphenol malonate C(CC(=O)O)(=O)O.COC1=CC=C2C(=CC=NC2=C1)C=1C(=C(C=CC1)O)C